C(C1=CC=C(C(=O)O)C=C1)(=O)O.C1(=CC(=CC=C1)CN)CN m-xylylenediamine terephthalate salt